3-(5-(3-(4-((1s,3s)-adamantan-1-yl)piperazin-1-yl)prop-1-yn-1-yl)-2-methyl-4-oxoquinazolin-3(4H)-yl)piperidine-2,6-dione C12(CC3CC(CC(C1)C3)C2)N2CCN(CC2)CC#CC2=C3C(N(C(=NC3=CC=C2)C)C2C(NC(CC2)=O)=O)=O